CN1C=2C=NC(=NC2N(C(C1=O)=O)C1CCC2(COC2)CC1)NC1=CC=2C(=NSN2)C=C1C 5-methyl-2-((6-methylbenzo[c][1,2,5]thiadiazol-5-yl)amino)-8-(2-oxaspiro[3.5]nonan-7-yl)-5,8-dihydropteridine-6,7-dione